4-cyano-4-(dodecyl-sulfanyl-thiocarbonyl)thiovaleric acid C(#N)C(CCC(=S)O)(C)C(=S)SCCCCCCCCCCCC